9-(1-((2-(4-Acetylpiperazin-1-yl)-6-chloropyridin-3-yl)amino)ethyl)-3-ethyl-4,7-dimethyl-3,4-dihydro-5H-pyrazolo[3,4-c]isoquinolin-5-one C(C)(=O)N1CCN(CC1)C1=NC(=CC=C1NC(C)C=1C=2C3=C(N(C(C2C=C(C1)C)=O)C)N(N=C3)CC)Cl